6-bromo-N-(2,5-bis(piperidin-1-yl)thiazolo[4,5-b]pyridin-6-yl)pyridine-2-carboxamide BrC1=CC=CC(=N1)C(=O)NC=1C=C2C(=NC1N1CCCCC1)N=C(S2)N2CCCCC2